C1(=CC=CC=C1)CCNC1=NC=CC(=C1)C=1C=C2C(=NNC2=CC1)N 5-{2-[(2-Phenylethyl)amino]pyridin-4-yl}-1H-indazol-3-amine